(S)-3-(N-(2-hydroxyethyl)methylsulfonamido)pyrrolidin OCCN(S(=O)(=O)C)[C@@H]1CNCC1